FC([C@@H]1CC=2C=3C(=N[C@H](C4=NC=C(N4C3SC2C1)CO)C)C1=C(C=CC=C1F)F)F (-)-[(7S,13R)-13-(difluoromethyl)-9-(2,6-difluorophenyl)-7-methyl-16-thia-2,5,8-triazatetracyclo[8.6.0.02,6.011,15]hexadeca-1(10),3,5,8,11(15)-pentaen-3-yl]methanol